C12CC(CC2C1)N1C(C(=CC=C1)NC(C1=C(C=C(C=C1)NS(=O)(=O)CCO)N1CCC2(CC2)CC1)=O)=O N-(1-(bicyclo[3.1.0]hexan-3-yl)-2-oxo-1,2-dihydropyridin-3-yl)-4-((2-hydroxyethyl)sulfonamido)-2-(6-azaspiro[2.5]octan-6-yl)benzamide